The molecule is a hydroxy fatty acyl-CoA that results from the formal condensation of the thiol group of coenzyme A with the carboxy group of (S)-3-hydroxyoctanoic acid. It has a role as a human metabolite, an Escherichia coli metabolite and a mouse metabolite. It is a (S)-3-hydroxyacyl-CoA and a 3-hydroxy fatty acyl-CoA. It derives from a (S)-3-hydroxyoctanoic acid and an octanoyl-CoA. It is a conjugate acid of a (S)-3-hydroxyoctanoyl-CoA(4-). CCCCC[C@@H](CC(=O)SCCNC(=O)CCNC(=O)[C@@H](C(C)(C)COP(=O)(O)OP(=O)(O)OC[C@@H]1[C@H]([C@H]([C@@H](O1)N2C=NC3=C(N=CN=C32)N)O)OP(=O)(O)O)O)O